(1R,3S,5R)-N-(4,4-Difluorocyclohexyl)-N-((2,3-dihydrobenzofuran-6-yl)methyl)-2-(4-methylphenylsulfonimidoyl)-2-azabicyclo[3.1.0]hexane-3-carboxamide FC1(CCC(CC1)N(C(=O)[C@H]1N([C@@H]2C[C@@H]2C1)S(=O)(=N)C1=CC=C(C=C1)C)CC1=CC2=C(CCO2)C=C1)F